11,15-Dimethyltritriacontane CC(CCCCCCCCCC)CCCC(CCCCCCCCCCCCCCCCCC)C